O=C1N(CCC(N1)=O)C=1C=NN2C1C=C(C=C2)CC2CCN(CC2)C(=O)OCC(C)C isobutyl 4-((3-(2,4-dioxotetrahydropyrimidin-1(2H)-yl)pyrazolo[1,5-a]pyridin-5-yl)methyl)piperidine-1-carboxylate